2-(2,6-diisopropylphenyl)-N-((4-hydroxy-4-methyl-5,6,7,8-tetrahydro-4H-5,8-ethanocyclohepta[b]furan-2-yl)sulfonyl)acetamide C(C)(C)C1=C(C(=CC=C1)C(C)C)CC(=O)NS(=O)(=O)C1=CC2=C(O1)C1CCC(C2(C)O)CC1